benzyl-selenium C(C1=CC=CC=C1)[Se]